(S)-1-((2-((1s,4R)-4-Methoxycyclohexyl)quinolin-6-yl)methyl)pyrrole COC1CCC(CC1)C1=NC2=CC=C(C=C2C=C1)CN1C=CC=C1